C(CCCCCCCCCCC\C=C/C\C=C/CCCCC)OC[C@H](COCCCCCC)N(C)C (2S)-1-[(13Z,16Z)-docosan-13,16-dien-1-yloxy]-3-(hexyloxy)-N,N-dimethylpropan-2-amine